[Cl-].C[N+](C)(C)CC1=CC=CC=C1 methylbenzyldimethylammonium chloride